COC=1C=C(C=CC1OC)[C@@]12CCN([C@H]2C=C(CC1)OC(CCCC)=O)C.BrC1=C(C=C(C=C1)C(=C)C)OC 1-Bromo-2-methoxy-4-(prop-1-en-2-yl)benzene [(3aS,7aS)-3a-(3,4-dimethoxyphenyl)-1-methyl-3,4,5,7a-tetrahydro-2H-indol-6-yl]pentanoate